Cl.C(C)(C)(C)N1C[C@H]([C@@H](C1)C1=C(C=C(C=C1)F)F)C(=O)N1C[C@H](C[C@H]1C(=O)N1CCOCC1)N(C(C(C)C)=O)C1CCC(CC1)C N-((3S,5S)-1-((3S,4R)-1-(tert-butyl)-4-(2,4-difluorophenyl)pyrrolidin-3-carbonyl)-5-(morpholin-4-carbonyl)pyrrolidin-3-yl)-N-((1s,4R)-4-methylcyclohexyl)isobutyramide hydrochloride